C(C)OC(=O)C1=NC2=C(C=C(C(=C2C(=C1)C(=O)OCC)[N+](=O)[O-])C)F 6-methyl-5-nitro-8-fluoroquinoline-2,4-dicarboxylic acid diethyl ester